(+)-2-(2-((7-(3-(aminomethyl)phenyl)benzofuran-5-yl)methoxy)-4-(1-(ethoxycarbonylamino)ethyl)phenyl)acetic acid NCC=1C=C(C=CC1)C1=CC(=CC=2C=COC21)COC2=C(C=CC(=C2)C(C)NC(=O)OCC)CC(=O)O